[NH4+].NS(=O)(=O)[O-] aminosulfonic acid ammonium salt